ClC=1C=CC(=C(C1)C1CCN(CC1)[C@H]1CC2(CN(C2)C(=O)OC(C)(C)C)CC1)OC tert-butyl (R)-6-(4-(5-chloro-2-methoxyphenyl) piperidin-1-yl)-2-azaspiro[3.4]octane-2-carboxylate